C1(=CC=CC=C1)C=1OC2=C(N1)C=CC1=CC=CC=C12 2-phenylnaphtho[2,1-D]Oxazole